O=S1(CC(CCC1)C1=NN2C(C=C(C(=C2)C(=O)NC)NC(=O)C2=NC(=CC=C2)C(F)(F)F)=C1)=O 2-(1,1-dioxothian-3-yl)-N-methyl-5-[[6-(trifluoromethyl)pyridine-2-carbonyl]amino]pyrazolo[1,5-a]pyridine-6-carboxamide